CC1=C(C=CC2=C1SC=1C=NC=CC12)CC(C)(C)C 8-methyl-7-neopentylbenzo[4,5]-thieno[2,3-c]pyridine